2-((6-(4-((4-cyano-2-fluorobenzyl)oxy)pyridin-2-yl)-3-azabicyclo[4.1.0]heptan-3-yl)methyl)-1-(((S)-oxetan-2-yl)methyl)-1H-benzo[d]imidazole-6-carboxylic acid C(#N)C1=CC(=C(COC2=CC(=NC=C2)C23CCN(CC3C2)CC2=NC3=C(N2C[C@H]2OCC2)C=C(C=C3)C(=O)O)C=C1)F